O=C1N(C(C=C1)=O)CCCCCC(=O)NCC1=CC(=C(C=C1)[N+](=O)[O-])CO 6-(2,5-dioxo-2,5-dihydro-1H-pyrrol-1-yl)-N-(3-(hydroxymethyl)-4-nitrobenzyl)hexanamide